tert-Butyl 4-(4-(3-cyano-7-(1-methyl-1H-pyrazol-4-yl)imidazo[1,2-a]pyridin-5-yl)phenyl)piperazine-1-carboxylate C(#N)C1=CN=C2N1C(=CC(=C2)C=2C=NN(C2)C)C2=CC=C(C=C2)N2CCN(CC2)C(=O)OC(C)(C)C